1-(2-(3,8-diazabicyclo[3.2.1]octan-3-yl)-7-(thiazol-2-yl)benzo[d]oxazol-5-yl)-2,2,2-trifluoroethan-1-ol C12CN(CC(CC1)N2)C=2OC1=C(N2)C=C(C=C1C=1SC=CN1)C(C(F)(F)F)O